COC1=C(C=C(C=C1)[C@@H]1CC[C@H](CC1)CNC(=O)C1CCCCC1)C N-((trans-4-(4-methoxy-3-methylphenyl)cyclohexyl)methyl)-cyclohexanecarboxamide